N1CC(C1)N1N=CC(=C1)C1=C(C2=C(C(=N1)C=1C=C3CCN(CC3=CC1)C(=O)OC(C)(C)C)CCC2)C2=C(C=C(C=C2)F)OC tert-butyl 6-[3-[1-(azetidin-3-yl)pyrazol-4-yl]-4-(4-fluoro-2-methoxy-phenyl)-6,7-dihydro-5H-cyclopenta[c]pyridin-1-yl]-3,4-dihydro-1H-isoquinoline-2-carboxylate